piperazine-1-carboxylic acid 2-methylpropan-2-yl ester CC(C)(C)OC(=O)N1CCNCC1